FC(C1=NN=C2N1N=CC1=CC=CC=C21)(F)F 3-Trifluoromethyl-1,2,4-triazolo[3,4-a]phthalazine